O[C@@H]1C[C@H](CC1)NC1=NC(=CC(=N1)C=1C=C(C=CC1C)NC(=O)N1C[C@@H](CC1)CC(F)(F)F)N1CCOCC1 (3S)-N-[3-(2-[[(1S,3S)-3-hydroxycyclopentyl]amino]-6-(morpholin-4-yl)pyrimidin-4-yl)-4-methylphenyl]-3-(2,2,2-trifluoroethyl)pyrrolidine-1-carboxamide